C(C)C(C1=CC=CC=C1)(NC(=O)C(C(=O)O)C(=O)O)CC.C(C)(=O)C(O)(C[N+](C)(C)C)CC([O-])=O acetyl-carnitine diethyl-{[(phenylmethyl)amino]carbonyl}propanedioate